FC(OC1=C(C=C(C=C1)OC=1C=NN(C1)C1C(CNCC1)O)C1=NN(C=C1NC(=O)C=1C=NN2C1N=CC=C2)C)F N-[3-[2-(difluoromethoxy)-5-[1-(3-hydroxy-4-piperidyl)pyrazol-4-yl]oxy-phenyl]-1-methyl-pyrazol-4-yl]pyrazolo[1,5-a]pyrimidine-3-carboxamide